5-fluoro-N-((4-((((1r,4r)-4-hydroxy-4-methylcyclohexyl)methyl)amino)-3-nitrophenyl)sulfonyl)benzamide FC=1C=CC=C(C(=O)NS(=O)(=O)C2=CC(=C(C=C2)NCC2CCC(CC2)(C)O)[N+](=O)[O-])C1